C(C=C)ONCC1=NC=C(C=C1)Br O-allyl-N-((5-bromopyridin-2-yl)methyl)hydroxylamine